3-(1-((endo)-2-azabicyclo[2.1.1]hexan-5-yl)-5-(3-(dimethylamino)azetidin-1-yl)-5-fluoro-8-(3-hydroxynaphthalen-1-yl)-3-oxo-1,2,3,4-tetrahydropyrazino[2,3-c]quinolin-9-yl)propanenitrile C12NCC(C1N1CC(NC3C(N=C4C=C(C(=CC4=C31)CCC#N)C3=CC(=CC1=CC=CC=C31)O)(F)N3CC(C3)N(C)C)=O)C2